FC1([C@H](C1)C(=O)NC=1C=CC2=C(N=C(O2)C2=CC(=NC=C2)C(=O)[O-])C1)F |r| (R/S)-4-(5-(2,2-difluorocyclopropane-1-carboxamido)benzo[d]oxazol-2-yl)picolinate